C1=NC(=CC2=CC=CC=C12)CC=1C=2N(C=CC1)N=CC2C(=O)NC2CC1(C2)CC(C1)C(=O)OC(C)C1=CC=CC=C1 1-phenylethyl 2-[[4-(3-isoquinolylmethyl) pyrazolo[1,5-a]pyridine-3-carbonyl]amino]spiro[3.3]heptane-6-carboxylate